N[C@@H]1C2=CC=CC=C2CC12CCN(CC2)C=2NC(C1=C(N2)NN=C1C(=C)C=1C(NC=CC1O)=O)=O (S)-6-(1-amino-1,3-dihydro-spiro[inden-2,4'-piperidin]-1'-yl)-3-(1-(4-hydroxy-2-oxo-1,2-dihydropyridin-3-yl)vinyl)-1,5-dihydro-4H-pyrazolo[3,4-d]pyrimidin-4-one